1-(2-bromoethyl)-2-cyanobenzene BrCCC1=C(C=CC=C1)C#N